FC1=NC=CC(=C1F)N1CCN(CC1)CC=1C=C2C(N(C(C2=CC1)=O)N1C(NC(CC1)=O)=O)=O 5-((4-(2,3-difluoropyridin-4-yl)piperazin-1-yl)methyl)-2-(2,4-dioxotetrahydropyrimidine-1(2H)-yl)isoindoline-1,3-dione